C(C)NS(=O)(=O)C1=C(C=CC(=C1)NC1=NC=C(C=C1)C(C)C)C1=CN=C(S1)[C@@H]1CC[C@H](CC1)NC(OC(C)C)=O isopropyl trans-N-[4-[5-[2-(ethylsulfamoyl)-4-[(5-isopropyl-2-pyridyl)amino]phenyl]thiazol-2-yl]cyclohexyl]carbamate